(butoxycarbonyl)((3-(4-((2-(tert-butyl)-1H-imidazol-1-yl)methyl)phenyl)-5-isobutylthiophene-2-yl)sulfonyl)amide potassium [K+].C(CCC)OC(=O)[N-]S(=O)(=O)C=1SC(=CC1C1=CC=C(C=C1)CN1C(=NC=C1)C(C)(C)C)CC(C)C